(3R,4S)-3-cyclopropyl-4-methyl-1-(6-(1-methyl-1H-pyrazol-4-yl)pyrazolo[1,5-a]pyrazin-4-yl)-2-oxopyrrolidine-3-carbonitrile C1(CC1)[C@]1(C(N(C[C@H]1C)C=1C=2N(C=C(N1)C=1C=NN(C1)C)N=CC2)=O)C#N